[C@H]12CN(C[C@H](CC1)N2)C2=NC(=NC1=C(C(=CC=C21)C2=CC(=CC=1CCCC(C21)OC)O)F)OC[C@]21CCCN1C[C@@H](C2)F 4-(4-((1R,5S)-3,8-diazabicyclo[3.2.1]octan-3-yl)-8-fluoro-2-(((2R,7aS)-2-fluorotetrahydro-1H-pyrrolizin-7a(5H)-yl)methoxy)quinazolin-7-yl)-5-methoxy-5,6,7,8-tetrahydronaphthalen-2-ol